8-[(1R)-1-[(4-Chloro-3-pyridyl)amino]ethyl]-3,6-dimethyl-2-phenyl-chromen-4-one ClC1=C(C=NC=C1)N[C@H](C)C=1C=C(C=C2C(C(=C(OC12)C1=CC=CC=C1)C)=O)C